O=C1N(C=CC(N1)=O)[C@@H]1O[C@]2(C[C@@H](O[C@@H]1[C@@H]2O[P@@](=O)(OC2=CC=CC=C2)N[C@@H](C)C(=O)OC(C)C)C)CO isopropyl ((R)-(((1R,3S,5R,7R,8S)-7-(2,4-dioxo-3,4-dihydropyrimidin-1(2H)-yl)-5-(hydroxymethyl)-3-methyl-2,6-dioxabicyclo[3.2.1]octan-8-yl)oxy)(phenoxy)phosphoryl)-L-alaninate